[2H]C1=C(C(=C(C(=C1B(O)O)[2H])[2H])C([2H])([2H])C([2H])([2H])[2H])[2H] 4-(ETHYLPHENYL-D9)-BORONIC ACID